N-(5-methyl-1,3-thiazol-2-yl)acetamide CC1=CN=C(S1)NC(C)=O